7-methoxy-4-(3-methoxy-4-(pyridin-3-ylmethoxy)benzyl)quinolone COC1=CC=C2C(=CC(NC2=C1)=O)CC1=CC(=C(C=C1)OCC=1C=NC=CC1)OC